N1(N=CC=C1)C1=CC=C(CN(C2=C(C(=NC=N2)NC[C@@H]2[C@H](CN(CC2)CC(=O)N)O)F)C2CC2)C=C1 ((3R,4R)-4-(((6-((4-(1H-pyrazol-1-yl)benzyl)(cyclopropyl)amino)-5-fluoropyrimidin-4-yl)amino)methyl)-3-hydroxypiperidin-1-yl)acetamide